methyl 2-benzenesulfonate C1=C(C=CC=C1)S(=O)(=O)OC